4-(2-((5-fluoropyridin-2-yl)amino)-2-oxoethyl)-5-oxo-8-(trifluoromethyl)-4,5-dihydropyrazolo[1,5-a]pyrido[3,2-e]pyrimidine-2-carboxamide FC=1C=CC(=NC1)NC(CN1C=2N(C3=C(C1=O)C=CC(=N3)C(F)(F)F)N=C(C2)C(=O)N)=O